4-methyl-morpholin-4-oxide C[N+]1(CCOCC1)[O-]